9-[(6Ar,10aR)-1-hydroxy-6,6,9-trimethyl-6a,7,10,10a-tetrahydrobenzo[c]chromen-3-yl]nonyl nitrate [N+](=O)(OCCCCCCCCCC1=CC(=C2[C@H]3[C@H](C(OC2=C1)(C)C)CC=C(C3)C)O)[O-]